N-(tert-butyl)-acrylamide C(C)(C)(C)NC(C=C)=O